FC=1C(=C(C=C(C1)C(C)C)C(C(=O)O)N1C[C@@H](CC1)OCCCCC[C@@H]1NC2=NC=CC=C2CC1)OC 2-(3-fluoro-5-isopropyl-2-methoxyphenyl)-2-((R)-3-((5-((S)-1,2,3,4-tetrahydro-1,8-naphthyridin-2-yl)pentyl)oxy)pyrrolidin-1-yl)acetic acid